3-[6-(4-Amino-1-piperidyl)-3-pyridyl]piperidine-2,6-dione hydrogen sulfate S(=O)(=O)(O)O.NC1CCN(CC1)C1=CC=C(C=N1)C1C(NC(CC1)=O)=O